ClC1=C(C2=C(N=N1)N(CCC2)[C@H]2CN(CCC2)C)C (R)-3-chloro-4-methyl-8-(1-methylpiperidin-3-yl)-5,6,7,8-tetrahydropyrido[2,3-c]pyridazine